N-(tert-butyl)-3-((5-methyl-2-((4-methyl-3-sulfamoylphenyl)amino)pyrimidin-4-yl)amino)benzenesulfonamide C(C)(C)(C)NS(=O)(=O)C1=CC(=CC=C1)NC1=NC(=NC=C1C)NC1=CC(=C(C=C1)C)S(N)(=O)=O